[Si](C)(C)(C(C)(C)C)OC=1C(=C(CCC1)C1=NC(=NC(=N1)NC1CC(C1)(F)F)N[C@@H](C(F)(F)F)C)F (R)-6-(3-((tert-butyldimethylsilyl)oxy)-2-fluorocyclohexa-1,3-dien-1-yl)-N2-(3,3-difluorocyclobutyl)-N4-(1,1,1-trifluoropropan-2-yl)-1,3,5-triazine-2,4-diamine